2-(1H-Pyrazol-4-yl)-5-[3-(2,2,6,6-tetramethylpiperidin-4-yl)-3H-[1,2,3]triazolo[4,5-c]pyridazin-6-yl]benzol N1N=CC(=C1)C1=CC=C(C=C1)C1=CC2=C(N=N1)N(N=N2)C2CC(NC(C2)(C)C)(C)C